FC1=C(C=C(/C=C/C2=NC=CC3=CC=CC=C23)C=C1)C (E)-1-(4-fluoro-3-methylstyryl)isoquinoline